ethyl 4'-(3-acetoxypropoxy)-3'-bromo-[1,1'-biphenyl]-4-carboxylate C(C)(=O)OCCCOC1=C(C=C(C=C1)C1=CC=C(C=C1)C(=O)OCC)Br